CC1(C[C@H]([C@@H](C=C1C)C=1C(=CC(=CC1O)CCC)O)C(=C)C)O (1'R,2'R)-4',5'-dimethyl-2'-(prop-1-en-2-yl)-4-propyl-1',2',3',4'-tetrahydro-[1,1'-biphenyl]-2,4',6-triol